trans-2-((5-(2-([2,2'-bipyrimidin]-5-yl)cyclopropyl)-2,3-difluorophenoxy)methyl)thiazole N1=C(N=CC(=C1)[C@H]1[C@@H](C1)C=1C=C(C(=C(OCC=2SC=CN2)C1)F)F)C1=NC=CC=N1